O([C@H]1[C@H](O)[C@H](O)[C@@H](O)[C@@H](O1)C)C1[C@H](O)[C@H](O)[C@@H](O)[C@@H](O1)C rhamnopyranosyl-(1→3) alpha-L-rhamnopyranoside